FC1(CNCCC1N1CCC(CC1)NC(OC(C)(C)C)=O)F tert-butyl (3',3'-difluoro-[1,4'-bipiperidin]-4-yl)carbamate